ClC1=C(NC(=C1Cl)C)C(=O)NC1=C(C=C(C(=O)O)C=C1)N1CCN(CC1)C1=CC=CC=C1 4-(3,4-Dichloro-5-methyl-1H-pyrrole-2-carboxamido)-3-(4-phenylpiperazin-1-yl)benzoic acid